(S)-N-(3-chlorophenyl)-4-((1-((5-chloropyridin-2-yl)amino)-1-oxopropan-2-yl)oxy)benzamide ClC=1C=C(C=CC1)NC(C1=CC=C(C=C1)O[C@H](C(=O)NC1=NC=C(C=C1)Cl)C)=O